ClC1=CSC=2NC(C(=C(C21)C)C2=NN(C(C2)C2=CC=C(C=C2)OC)C(CC)=O)=O 3-chloro-5-(5-(4-methoxyphenyl)-1-propionyl-4,5-dihydro-1H-pyrazol-3-yl)-4-methylthieno[2,3-b]pyridin-6(7H)-one